CC1(CCC=2C1=NC1=C(C2NC(=O)N=[S@](=O)(N)C=2SC(=CC2F)C(C)(C)O)CCC1)C (R)-N'-((3,3-dimethyl-1,2,3,5,6,7-hexahydro-dicyclopenta[b,e]pyridin-8-yl)carbamoyl)-3-fluoro-5-(2-hydroxy-propan-2-yl)thiophene-2-sulfonimidamide